2,3-dihydro-1H-indene-2-yl acetate C(C)(=O)OC1CC2=CC=CC=C2C1